3-(2-Boronoethyl)-6-({1-[(4S)-4-carbamoyl-L-prolyl]azetidin-3-yl}oxy)-2-hydroxybenzoic acid B(O)(O)CCC=1C(=C(C(=O)O)C(=CC1)OC1CN(C1)C([C@H]1NC[C@H](C1)C(N)=O)=O)O